[Na].C1(=CC=CC=C1)C1=CC=C(C=C1)C1=CC=C(C=C1)C1=CC=CC=C1 diphenyl-biphenyl sodium